C(C)C=1C=CC(=NC1)N1CCC(CC1)C(C)OC=1SC2=NC(=CC=C2N1)C1=CC=C(C=C1)S(=O)(=O)C 2-(1-(1-(5-ethylpyridin-2-yl)piperidine-4-yl)ethoxy)-5-(4-(methylsulfonyl)phenyl)thiazolo[5,4-b]pyridine